(R)-1-(2-nitrophenyl)ethanol [N+](=O)([O-])C1=C(C=CC=C1)[C@@H](C)O